C1NCC12CN(CC2)CC2=CC=C(CN1C(C3=C(N=C(N=C3NCCCC)N)C=C1)=O)C=C2 6-(4-((2,6-diazaspiro[3.4]octan-6-yl)methyl)benzyl)-2-amino-4-(butylamino)pyrido[4,3-d]pyrimidin-5(6H)-one